CC1(CC(CC(C1)C)C(=O)NC=1SC2=C(N1)C=CC(=C2)SC(F)(F)F)C 3,3,5-Trimethyl-N-{6-[(trifluoromethyl)sulfanyl]-1,3-benzothiazol-2-yl}cyclohexan-1-carboxamid